2-(7-bromo-1-isopropyl-4-oxo-1,4-dihydrocinnolin-3-yl)acetic acid BrC1=CC=C2C(C(=NN(C2=C1)C(C)C)CC(=O)O)=O